3-methyl-2-[4-(5-methyl-1,2,4-oxadiazol-3-yl)piperidin-1-yl]quinoline CC=1C(=NC2=CC=CC=C2C1)N1CCC(CC1)C1=NOC(=N1)C